5-fluoro-6-((S)-1-hydroxy-2-((3as,5S,6ar)-3a-hydroxy-5-phenoxyhexahydrocyclopenta[c]pyrrol-2(1H)-yl)ethyl)-3,4-dihydroquinolin-2(1H)-one FC1=C2CCC(NC2=CC=C1[C@@H](CN1C[C@@H]2[C@](C1)(C[C@H](C2)OC2=CC=CC=C2)O)O)=O